N1CCCC2=CC=CC(=C12)C=C 2-(1,2,3,4-tetrahydroquinolin-8-yl)ethaneN